N,N'-bis[2-(1H-imidazol-4-yl)ethyl]isophthalamide N1C=NC(=C1)CCNC(C1=CC(C(=O)NCCC=2N=CNC2)=CC=C1)=O